1,4,7,10-tetraazacyclodecane-1-succinic acid N1(CCNCCNCCN1)C(CC(=O)O)C(=O)O